C(C)(C)(C)OC(CC1=NNC(C=2C1=C(SC2Cl)Cl)=O)=O 2-(5,7-dichloro-4-oxo-3,4-dihydrothieno[3,4-d]Pyridazin-1-yl)acetic acid tert-butyl ester